C(CCCCCCCCCCCCCCC(C)C)(=O)O.C(CCCCCCCCCCCCCCC(C)C)(=O)O.C(CCCCCCC\C=C/C\C=C/CCCCC)(=O)O.C(CCCCCCC\C=C/C\C=C/CCCCC)(=O)O dilinoleic acid diisostearate